trans-N-(4-chloro-3-(1-methyl-1H-1,2,4-triazol-3-yl)phenyl)-3-methyl-1-(5-methyl-1,3,4-oxadiazol-2-yl)-7-azabicyclo[4.1.1]octane-7-carboxamide ClC1=C(C=C(C=C1)NC(=O)N1C2CCC(CC1(C2)C=2OC(=NN2)C)C)C2=NN(C=N2)C